O1[C@@H](CCC1)C(N)([2H])[2H] (S)-(tetrahydrofuran-2-yl)methane-d2-amine